tert-Butyl 4-(4-hydroxy-2-methylquinazolin-6-yl)-3,6-dihydropyridine-1(2H)-carboxylate OC1=NC(=NC2=CC=C(C=C12)C=1CCN(CC1)C(=O)OC(C)(C)C)C